C(C1=CC=CC=C1)N(CC(=O)NC1=CC(=CC=C1)C(F)(F)F)S(=O)(=O)C1=CC=C(C=C1)F N~2~-benzyl-N~2~-[(4-fluorophenyl)sulfonyl]-N~1~-[3-(trifluoromethyl)phenyl]glycinamide